ClC1=NS(C2=C1C=CC(=C2)OC)(=O)=O 3-chloro-6-methoxy-1,2-benzothiazol-1,1-dioxide